5-Hydroxy-2-phenyl-7-((6-(2-fluorophenylamino)-2-methylpyrimidin-4-yl)oxy)-4H-chromen-4-one OC1=C2C(C=C(OC2=CC(=C1)OC1=NC(=NC(=C1)NC1=C(C=CC=C1)F)C)C1=CC=CC=C1)=O